N-(2-amino-5-methoxy-phenyl)-N-methyl-methanesulfonamide NC1=C(C=C(C=C1)OC)N(S(=O)(=O)C)C